C(C)(C)(C)OC(N(C)C1CN(C1)S(=O)(=O)C1=C(C=CC(=C1)C=O)F)=O.C(#N)C1=C(C=C(C(=C1)F)[N+](=O)[O-])C1(C(C1)C(=O)OC)C=1C=NC=CC1 methyl 2-(2-cyano-4-fluoro-5-nitro-phenyl)-2-pyridin-3-ylcyclopropanecarboxylate tert-butyl-(1-((2-fluoro-5-formylphenyl)sulfonyl)azetidin-3-yl)(methyl)carbamate